tert-butyl ((1-(methylsulfonyl)azetidin-2-yl)methyl)carbamate CS(=O)(=O)N1C(CC1)CNC(OC(C)(C)C)=O